C(C)(C)(C)OC(=O)N1CC(CCC1)CC(=C)C1=C(C=CC=C1)C(F)(F)F 3-(2-(2-(trifluoromethyl)phenyl)allyl)piperidine-1-carboxylic acid tert-butyl ester